OCC1=CC=C(C=N1)COCCNC(OC(C)(C)C)=O tert-butyl (2-((6-(hydroxymethyl)pyridin-3-yl)methoxy)ethyl)carbamate